CC1S(=O)(=O)CCC1 methyl-sulpholane